NC1=NC=C(C2=C1C=NN2)NC(=O)C(=O)N([C@H](C)C2=C(C=C(C=C2)C(F)(F)F)F)C N-(4-amino-1H-pyrazolo[4,3-c]pyridin-7-yl)-N'-methyl-N'-[(1R)-1-[2-fluoro-4-(trifluoromethyl)phenyl]ethyl]oxamide